C1(CCCC1)NC=1C2=C(N=C(N1)NC1=C(C=C(C=C1)C=1C=NN(C1)C)OC)NC=C2C#N 4-(cyclopentylamino)-2-((2-methoxy-4-(1-methyl-1H-pyrazol-4-yl)phenyl)amino)-7H-pyrrolo[2,3-d]pyrimidine-5-carbonitrile